Cl.CN1CCN2C=3C(=CC=CC13)[C@H]1[C@@H]2CCNC1 (6bR,10aS)-3-methyl-2,3,6b,7,8,9,10,10a-octahydro-1H-pyrido-[3',4':4,5]-pyrrolo[1,2,3-de]quinoxaline mono-hydrochloride salt